1-(7-(6-(bis(4-methoxybenzyl)amino)-4-methyl-3-(trifluoromethyl)pyridin-2-yl)-8-fluoro-2-(((S)-1-methylpyrrolidin-2-yl)methoxy)pyrido[4,3-d]pyrimidin-4-yl)-3-methylpiperidin-3-ol COC1=CC=C(CN(C2=CC(=C(C(=N2)C2=C(C=3N=C(N=C(C3C=N2)N2CC(CCC2)(O)C)OC[C@H]2N(CCC2)C)F)C(F)(F)F)C)CC2=CC=C(C=C2)OC)C=C1